(3aR,5s,6aS)-N-(6-(1-methyl-1H-indol-5-yl)-4-(trifluoromethyl)pyridazin-3-yl)-2-((tetrahydro-2H-pyran-4-yl)methyl)octahydro-cyclopenta[c]pyrrol-5-amine CN1C=CC2=CC(=CC=C12)C1=CC(=C(N=N1)NC1C[C@@H]2[C@@H](CN(C2)CC2CCOCC2)C1)C(F)(F)F